2-methylazepine-1-carboxylic acid benzyl ester C(C1=CC=CC=C1)OC(=O)N1C(=CC=CC=C1)C